methyl 4-(2-(4-(5-cyano-2-methoxyphenyl)-6-methylnicotinamido)thiazolo[5,4-b]pyridin-5-yl)benzoate C(#N)C=1C=CC(=C(C1)C1=CC(=NC=C1C(=O)NC=1SC2=NC(=CC=C2N1)C1=CC=C(C(=O)OC)C=C1)C)OC